iron-manganese phosphate monohydrate O.P(=O)([O-])([O-])[O-].[Mn+2].[Fe+2]